4-(4-chloro-2-fluorophenyl)-2-((2S,4R)-2-(1-cyclopropyl-1H-pyrazol-4-yl)tetrahydro-2H-pyran-4-yl)-6,7-dimethylpteridine ClC1=CC(=C(C=C1)C1=NC(=NC2=NC(=C(N=C12)C)C)[C@H]1C[C@H](OCC1)C=1C=NN(C1)C1CC1)F